piperidinium chloride [Cl-].[NH2+]1CCCCC1